2-(4,4-difluoroazepan-1-yl)-6-(difluoromethyl)-N-(2-sulfamoylpyridin-4-yl)nicotinamide methyl-N-((R)-3-acryloyl-2-methyl-1-oxa-3,8-diazaspiro[4.5]decane-8-carbonyl)-N-methyl-L-valinate COC([C@@H](N(C)C(=O)N1CCC2(CN([C@H](O2)C)C(C=C)=O)CC1)C(C)C)=O.FC1(CCN(CCC1)C1=C(C(=O)NC2=CC(=NC=C2)S(N)(=O)=O)C=CC(=N1)C(F)F)F